(R)-1-(1-(7,8-difluoro-1-oxo-1,2-dihydroisoquinolin-4-yl)ethyl)-3-(3-fluorophenyl)-1-methylurea FC1=CC=C2C(=CNC(C2=C1F)=O)[C@@H](C)N(C(=O)NC1=CC(=CC=C1)F)C